6-Oxo-1-quinoxalin-5-yl-pyridine-3-carboxylic acid O=C1C=CC(=CN1C1=C2N=CC=NC2=CC=C1)C(=O)O